FC1=CC=C2C=C(C=NC2=C1F)C=1OC(CC(N1)(CC(=C)C)C)(C)C 2-(7,8-difluoro-3-quinolyl)-4,6,6-trimethyl-4-(2-methylallyl)-5H-1,3-oxazine